ClC=1C=NC(=C(C(=O)NC2CCC(CC2)CN2C(N(C3=C2C=CC=C3)C=3C=NC(=CC3)OC[C@H](C)OCOC)=O)C1)C(F)F 5-chloro-2-(difluoromethyl)-N-((1S,4R)-4-((3-(6-((S)-2-(methoxymethoxy)propoxy)pyridin-3-yl)-2-oxo-2,3-dihydro-1H-benzo[d]imidazol-1-yl)methyl)cyclohexyl)nicotinamide